(E)-1-(3-(2,3-dihydro-[1,4]dioxino[2,3-b]pyrazin-6-yl)acryloyl)-5,6-dihydropyridin-2(1H)-one O1CCOC=2C1=NC=C(N2)/C=C/C(=O)N2C(C=CCC2)=O